tert-butyl (S,Z)-4-(5-(N'-hydroxycarbamimidoyl)pyridin-2-yl)-3-phenylpiperazine-1-carboxylate O\N=C(/N)\C=1C=CC(=NC1)N1[C@H](CN(CC1)C(=O)OC(C)(C)C)C1=CC=CC=C1